2-chloro-N-(5-chloro-6-(2H-1,2,3-triazol-2-yl)pyridin-3-yl)-6,7-dihydrospiro[cyclopenta[e]pyrazolo[1,5-a]pyrimidine-8,1'-cyclopropane]-6-carboxamide ClC1=NN2C(N=CC3=C2C2(CC2)CC3C(=O)NC=3C=NC(=C(C3)Cl)N3N=CC=N3)=C1